N=1C=NN2C1C=CC(=C2)C2=C(N=CN2)C2=NC(=CC=C2)C 5-([1,2,4]triazolo[1,5-a]pyridin-6-yl)-4-(6-methylpyridin-2-yl)-1H-imidazole